O=C1NC(CCC1N1C(N(C2=C1C=CC=C2CCC)C)=O)=O 3-[1-(2,6-dioxo-3-piperidyl)-3-methyl-2-oxo-benzimidazol-4-yl]Propane